C(CC1=CC=CC=C1)NC(CCC1=CC=2N(C3=CC=CC=C3C2C=C1)CC1=CC=C(C=C1)N1CCNCC1)=O N-phenethyl-3-(9-(4-(piperazin-1-yl)benzyl)-9H-carbazol-2-yl)propanamide